N-[(tert-butoxy)carbonyl]-carbamic acid tert-butyl ester C(C)(C)(C)OC(NC(=O)OC(C)(C)C)=O